styrylaminocaprolactam C(=CC1=CC=CC=C1)NC1C(=O)NCCCC1